OC1(CC(C1)NC1=CC=C(N=N1)C1=C(C=C(C=C1C)C(F)(F)F)O)C 2-(6-(((Cis)-3-hydroxy-3-methylcyclobutyl)amino)pyridazin-3-yl)-3-methyl-5-(trifluoromethyl)phenol